2-hydroxyethyl-2,2,3,3,3-pentafluoropropanate OCCOC(C(C(F)(F)F)(F)F)=O